N-(5-chloro-6-fluoropyridin-2-yl)-N-methyl-2-(1-methyl-1H-indol-3-yl)acetamide ClC=1C=CC(=NC1F)N(C(CC1=CN(C2=CC=CC=C12)C)=O)C